C(C)(C)[Si](N(C)C)(CCCCCCCCCCCCCCCCCC)C(C)C diisopropyloctadecyldimethylaminosilane